C(C)C1N(CCC(C1)C)C=1C(=C(C(=O)N)C=CC1)[N+](=O)[O-] (2-ethyl-4-methylpiperidin-1-yl)-2-nitrobenzamide